2-(pyrrolidinyl)butaneamide N1(CCCC1)C(C(=O)N)CC